NC1=C(N=CC(=N1)C(=O)N1C(CN(CC1)[C@H](C(=O)NC1=NC=C(C=C1)OC1=CC=C(C=C1)F)C)(C)C)OC (S)-2-(4-(6-amino-5-methoxypyrazine-2-carbonyl)-3,3-dimethylpiperazin-1-yl)-N-(5-(4-fluorophenoxy)pyridin-2-yl)propanamide